NC(CNC(=O)C1=NC(=CN=C1)C=1NC2=CC(=CC=C2C1C)S(F)(F)(F)(F)F)(C)C N-(2-amino-2-methylpropyl)-6-(3-methyl-6-(pentafluoro-λ6-sulfaneyl)-1H-indol-2-yl)pyrazine-2-carboxamide